(4R)-methyl 4-((tert-butyldiphenylsilyl)oxy)-2-(3-chloropropyl)pyrrolidine-2-carboxylate [Si](C1=CC=CC=C1)(C1=CC=CC=C1)(C(C)(C)C)O[C@@H]1CC(NC1)(C(=O)OC)CCCCl